OC(C)(C)C1=CC=2N(C=C1NC(=O)C1=NC(=CC=C1)C(F)(F)F)C=C(N2)C2CCN(CC2)C2CCN(CC2)C(=O)OC(C)(C)C tert-butyl 4-(7-(2-hydroxypropan-2-yl)-6-(6-(trifluoromethyl) pyridinecarboxamido) imidazo[1,2-a]pyridin-2-yl)-[1,4'-bipiperidine]-1'-carboxylate